COC1=CC(=CN=N1)C=1C=CC(=C(C1)O)C=1N=NC(=CC1)N(C1C[C@]2(CCC[C@@](C1)(N2)C)C)C 5-(6-methoxypyridazin-4-yl)-2-(6-{methyl[(1R,3S,5S)-1,5-dimethyl-9-azabicyclo[3.3.1]nonan-3-yl]amino}pyridazin-3-yl)phenol